C(C)(=O)C1=C(C=C(C=C1F)F)C=1C(=C(C(=O)N)C=C(C1)C#N)Cl (2-acetyl-3,5-difluorophenyl)-2-chloro-5-cyanobenzamide